N[C@@H](C(=O)N)CCCCNC(=O)NC(COC(CO)CO)COC(CO)CO (R)-2-amino-6-(3-(1,3-bis((1,3-dihydroxypropan-2-yl)oxy)propan-2-yl)ureido)hexanamide